N-(6-(4-chloro-2-methylphenyl)imidazo[1,2-a]pyridin-2-yl)-2-fluorocyclopropane-1-carboxamide ClC1=CC(=C(C=C1)C=1C=CC=2N(C1)C=C(N2)NC(=O)C2C(C2)F)C